[(dodecylsulfanylthiocarbonyl)sulfanyl]pentanol C(CCCCCCCCCCC)SC(=S)SC(CCCC)O